N-(1-phenylethyl)acetamide C1(=CC=CC=C1)C(C)NC(C)=O